2-bromo-6-(trifluoromethoxy)benzoic acid BrC1=C(C(=O)O)C(=CC=C1)OC(F)(F)F